FC1=CC2=C(C=C1C(=O)O)C1(CC1)CCO2 7-fluoro-2,3-dihydro-spiro[1-benzopyran-4,1'-cyclopropane]-6-formic acid